C1(CC1)S(=O)(=O)NC=1SC=C(N1)C(C(=O)NC1=CC=C(C=C1)C=1C=NC=C(C1)C(F)(F)F)CC 2-(2-(cyclopropanesulfonamido)thiazol-4-yl)-N-(4-(5-(trifluoromethyl)pyridin-3-yl)phenyl)butanamide